5-(4-bromo-2-methylthiazole-5-carbonyl)-1-methyl-1H-pyrazole-3-carbonitrile BrC=1N=C(SC1C(=O)C1=CC(=NN1C)C#N)C